FC(N1C=2N(C=CC1=O)C(=NN2)[C@@H]2C[C@@H](CCC2)NC2=NC=C(C=N2)C(F)(F)F)F 8-(difluoromethyl)-3-[(1S,3R)-3-[[5-(trifluoromethyl)pyrimidin-2-yl]amino]cyclohexyl]-[1,2,4]triazolo[4,3-a]pyrimidin-7-one